4-(6-methoxypyrazin-2-yl)-9-methyl-3,4,7,15-tetraazatricyclo[12.3.1.02,6]Octadecan-1(18),2,5,14,16-pentaen-8-one trifluoroacetate salt FC(C(=O)O)(F)F.COC1=CN=CC(=N1)N1N=C2C=3C=CN=C(CCCCC(C(NC2=C1)=O)C)C3